2-(Endo-3-amino-3-methyl-8-azabicyclo[3.2.1]oct-8-yl)-5-(3,4-dichloro-2-methyl-2H-indazol-5-yl)-3-methyl-3,7-dihydro-4H-pyrrolo[2,3-d]pyrimidin-4-one NC1(CC2CCC(C1)N2C=2N(C(C1=C(N2)NC=C1C1=C(C2=C(N(N=C2C=C1)C)Cl)Cl)=O)C)C